CC1=NN(C=C1[N+](=O)[O-])C1(CC1)C(=O)OC methyl 1-(3-methyl-4-nitro-pyrazol-1-yl)cyclopropanecarboxylate